COC(C(CO)C1=CC=C(C=C1)F)=O 2-(4-Fluorophenyl)-3-hydroxypropionic acid methyl ester